chloro(chlorosulfonyloxy)methaneOl ClC(O)OS(=O)(=O)Cl